FC1=CC(=C(C(=C1)C(C)C)NC(=O)N=[S@@](=O)(N)C=1SC(=CN1)C(C)(C)O)C(C)C (S)-N'-(4-fluoro-2,6-diisopropylphenylcarbamoyl)-5-(2-hydroxypropan-2-yl)thiazole-2-sulfonimidamide